C(C1=CC=CC=C1)OC1=C(C(=O)N2CC3=CC=C(C=C3C2)C(=O)NCCCCCNC(OC(C)(C)C)=O)C(=CC(=C1)O)O t-Butyl (5-(2-(2-(benzyloxy)-4,6-dihydroxybenzoyl)isoindoline-5-carboxamido)pentyl)carbamate